(mesitylen-2,4,6-triyl)tri-p-cresol C1(=C(C(=C(C(=C1C1=CC(=CC=C1O)C)C)C1=CC(=CC=C1O)C)C)C1=CC(=CC=C1O)C)C